C12(CC(C1)C2)C2=C(C=C(C(=N2)C)C=2NC=1C=CN=C(C1C(C2)=O)C#N)Cl 2-[6-(1-bicyclo[1.1.1]pentanyl)-5-chloro-2-methyl-3-pyridyl]-4-oxo-1H-1,6-naphthyridine-5-carbonitrile